6-benzylsulfanyl-3-chloro-isoquinoline C(C1=CC=CC=C1)SC=1C=C2C=C(N=CC2=CC1)Cl